rac-(5R,7R,8R)-8-(5-bromo-6-methoxy-2H-indazol-2-yl)-7-methyl-2-azaspiro[4.5]decane BrC1=CC2=CN(N=C2C=C1OC)[C@H]1[C@@H](C[C@@]2(CCNC2)CC1)C |r|